4-(4-methyl-1H-pyrazol-1-yl)aniline CC=1C=NN(C1)C1=CC=C(N)C=C1